3-(But-3-yn-1-yl)-2-pyridyl-1,4-dihydro-1,2,4,5-tetrazine C(CC#C)C=1C(=NC=CC1)N1N=CNN=C1